(Methylsulfonyl)methane CS(=O)(=O)C